tert-butyl 4-(4-amino-5-methoxy-2-methylphenyl)-3,6-dihydropyridine-1(2H)-carboxylate NC1=CC(=C(C=C1OC)C=1CCN(CC1)C(=O)OC(C)(C)C)C